(5-(4-(hydroxymethyl)-2-oxabicyclo[2.2.2]oct-1-yl)-1,2,4-oxadiazol-3-yl)benzoic acid methyl ester COC(C1=C(C=CC=C1)C1=NOC(=N1)C12OCC(CC1)(CC2)CO)=O